CC(CCN1CCC2(CCCN(C2)S(=O)(=O)C=2C=CC(=NC2)N2C(CCC2)=O)CC1)(C)C 1-(5-((9-(3,3-Dimethylbutyl)-2,9-diazaspiro[5.5]undecan-2-yl)sulfonyl)pyridin-2-yl)pyrrolidin-2-one